9-isopropyl-7,10-dioxo-N-phenyl-6-(4-(trifluoromethyl)benzyl)-2,6,9-triazaspiro[4.5]decane-2-carboxamide C(C)(C)N1CC(N(C2(CCN(C2)C(=O)NC2=CC=CC=C2)C1=O)CC1=CC=C(C=C1)C(F)(F)F)=O